C(C#CC)C1NC(N(C1)C1(CC2=CC=C(C=C2C1)NC([C@H](C1CCCCC1)NC(=O)C1=CC=NN1C)=O)C(NC)=O)=O N-((1S)-2-((2-(4-(but-2-yn-1-yl)-2-oxoimidazolidin-1-yl)-2-(methylcarbamoyl)-2,3-dihydro-1H-inden-5-yl)amino)-1-cyclohexyl-2-oxoethyl)-1-methyl-1H-pyrazole-5-carboxamide